C12CNCC2C1NC(OC(C)(C)C)=O exo-tert-butyl (3-azabicyclo[3.1.0]hexan-6-yl)carbamate